FC1=CC=C(CS(=O)CC2=CC=C(C=C2)F)C=C1 (4-fluorobenzyl) sulfoxide